CC1=C(C(=C(C=2C(C3=C(C(=C(C(=C3C12)F)F)F)F)(F)F)F)F)F 4-methylperfluorofluorene